trans-2-chloro-5-(2-(3,4-difluoro-5-methoxyphenyl)cyclopropyl)pyridine ClC1=NC=C(C=C1)[C@H]1[C@@H](C1)C1=CC(=C(C(=C1)OC)F)F